(R)-4-(5-(5-fluoro-2-methoxypyridin-4-yl)-1H-pyrazole-3-carbonyl)-N-((3S,6R)-1-methyl-6-(trifluoromethyl)piperidin-3-yl)-4-azaspiro[2.5]octane-7-carboxamide FC=1C(=CC(=NC1)OC)C1=CC(=NN1)C(=O)N1C2(CC2)C[C@@H](CC1)C(=O)N[C@@H]1CN([C@H](CC1)C(F)(F)F)C